OC1(CCC(CC1)N1CCC2N(CCC21)C(=O)C21CC(C2)(C1)NC1=CC(=CC=C1)C(F)(F)F)C1=NC=C(C=C1)C1=NC=CC=N1 (4-((1r,4r)-4-hydroxy-4-(5-(pyrimidin-2-yl)pyridin-2-yl)cyclohexyl)hexahydropyrrolo[3,2-b]pyrrol-1(2H)-yl)(3-((3-(trifluoromethyl)phenyl)amino)bicyclo[1.1.1]pentan-1-yl)methanone